ICCCCC\C=C/CCO (3Z)-9-iodo-3-nonen-1-ol